FC(C(=O)O)(F)F.ClC=1N=C(C2=C(N1)C(=CS2)C#C)NCC=2OC=CC2 2-chloro-7-ethynyl-N-(furan-2-ylmethyl)thieno[3,2-d]pyrimidin-4-amine trifluoroacetate